ClC1=C(C(=CC=C1Cl)OC)C1=CC=2N(C=C1)C=C(N2)C(C)(O)C2CCN(CC2)C(=O)[O-] 4-(1-(7-(2,3-dichloro-6-methoxyphenyl)imidazo[1,2-a]pyridin-2-yl)-1-hydroxyethyl)piperidine-1-carboxylate